O([C@H]1[C@H](O)[C@@H](O)[C@H](O)[C@H](O1)CO)C1=CC=C2C=CC=NC2=C1O 8-Hydroxy-7-quinolinyl beta-D-glucopyranoside